FC1([C@H](C=2C(=C(SC2S(=O)(=O)C)OCC(C(F)(F)F)C)C1)O)F (4S)-5,5-difluoro-3-methanesulfonyl-1-(3,3,3-trifluoro-2-methylpropoxy)-4H,5H,6H-cyclopenta[c]thiophen-4-ol